[Si]([O-])([O-])([O-])[O-].C(CCCCCCCCCCC)[Mo+3].[Na+] sodium dodecyl-molybdenum silicate